C(C1=CC=CC=C1)OC1=C2C=C(NC2=CC(=C1)F)C(=O)OCC ethyl 4-(benzyloxy)-6-fluoro-1H-indole-2-carboxylate